S(=S)(=O)(OCN1CN(CN(C1)COS(=S)(=O)[O-])COS(=S)(=O)[O-])[O-] S'-((1,3,5-triazinane-1,3,5-triyl) tris(methane-1,1-diyl)) tris(thiosulfate)